C(C)(=O)OC1=CC(=C(C2=CC(=C(C=C12)OC)OC)C1=CC(=CC(=C1)C(F)(F)F)C(F)(F)F)C(=O)OC methyl 4-acetoxy-1-(3,5-bis(trifluoromethyl) phenyl)-6,7-dimethoxy-2-naphthoate